1-(p-{p-[p-(p-acetylphenoxy)phenylsulfonyl]Phenoxy}phenyl)-1-ethanone C(C)(=O)C1=CC=C(OC2=CC=C(C=C2)S(=O)(=O)C2=CC=C(OC3=CC=C(C=C3)C(C)=O)C=C2)C=C1